OC1=C(C=2C=CC3=CC(=CC=C3C2C(=C1)OC)O)C1=C(C=C(C=2C3=CC=C(C=C3C=CC12)OC)OC)O 2,7,2'-trihydroxy-4,4',7'-trimethoxy-1,1'-biphenanthrene